FC12[C@@H]([C@@H](N(C(C1)C2)C(C(C([2H])([2H])[2H])(O)[2H])=O)CC=2C(=C(C=CC2)C2=CC=CC=C2)F)NS(=O)(=O)C N-{(3S,4R)-5-fluoro-3-[(2-fluoro[biphenyl]-3-yl)methyl]-2-[2-hydroxy(2H4)propanoyl]-2-azabicyclo[3.1.1]heptan-4-yl}methanesulfonamide